1-(2,5-dichloropyrimidin-4-yl)-N-(2-(imidazo[1,2-a]pyridin-3-yl)propan-2-yl)azetidine-3-carboxamide ClC1=NC=C(C(=N1)N1CC(C1)C(=O)NC(C)(C)C1=CN=C2N1C=CC=C2)Cl